((R)-6-(4-(difluoromethoxy)-3-methylphenyl)-2-azaspiro[3.4]oct-2-yl)((1s,3s)-3-hydroxy-3-methylcyclobutyl)methanone FC(OC1=C(C=C(C=C1)[C@H]1CC2(CN(C2)C(=O)C2CC(C2)(C)O)CC1)C)F